((4-fluoro-1-phenylpiperidin-4-yl)methyl)-trans-2-phenylcyclopropylamine FC1(CCN(CC1)C1=CC=CC=C1)CN[C@H]1[C@@H](C1)C1=CC=CC=C1